C(C)OC(=O)C1(CCN(CC1)C(=O)OC(C)(C)C)CC=1N=C(SC1)Cl 4-((2-chlorothiazol-4-yl)methyl)piperidine-1,4-dicarboxylic acid 1-(tert-butyl) 4-ethyl ester